(E)-3-(5-Chloro-1H-indazol-6-yl)-N-(2,3-dihydro-1H-inden-1-yl)acrylamid ClC=1C=C2C=NNC2=CC1/C=C/C(=O)NC1CCC2=CC=CC=C12